2-fluoro-N-(2-fluoro-4-(1,2,3,6-tetrahydropyridin-4-yl)phenyl)-4-(1,2,3,6-tetrahydropyridin-4-yl)benzamide bistrifluoroacetic acid salt FC(C(=O)O)(F)F.FC(C(=O)O)(F)F.FC1=C(C(=O)NC2=C(C=C(C=C2)C=2CCNCC2)F)C=CC(=C1)C=1CCNCC1